ClC1=NC=C(C(=O)N)C(=C1)NC1=C(C=C(C=C1)OC)OC 6-chloro-4-(2,4-dimethoxyphenylamino)nicotinamide